CC1=C(C=C(C(=C1)[N+](=O)[O-])[N+](=O)[O-])C 1,2-dimethyl-4,5-dinitrobenzene